COCOC1=C(C(=CC(=C1)C(F)(F)F)C)B1OC(C(O1)(C)C)(C)C 2-[2-(methoxymethoxy)-6-methyl-4-(trifluoromethyl)phenyl]-4,4,5,5-Tetramethyl-1,3,2-dioxaborolane